3-((3-fluoro-4-(1,4-dioxa-8-azaspiro[4.5]decan-8-yl)phenyl)amino)piperidine-2,6-dione FC=1C=C(C=CC1N1CCC2(OCCO2)CC1)NC1C(NC(CC1)=O)=O